(3,3,3-trifluoro-2-hydroxypropyl)-3,7-dihydro-1H-purine-2,6-dione FC(C(CN1C(NC=2N=CNC2C1=O)=O)O)(F)F